C(CCC)OC(NS(=O)(=O)C=1SC(=CC1C1=CC=C(C=C1)CN1C(=NC=C1)C)CC(C)C)=O (5-isobutyl-3-(4-((2-methyl-1H-imidazol-1-yl)methyl)phenyl)thiophen-2-yl)sulfonyl-carbamic acid butyl ester